2-Bromo-4-(((tert-butyldimethylsilyl)oxy)methyl)-5-isopropylthiazole BrC=1SC(=C(N1)CO[Si](C)(C)C(C)(C)C)C(C)C